CC1=NN(C2=NC(=NC=C21)NC=2C(=CC=1N(C2)N=CN1)C)C1COC1 3-methyl-N-[7-methyl-[1,2,4]triazolo[1,5-a]pyridin-6-yl]-1-(oxetan-3-yl)pyrazolo[3,4-d]pyrimidin-6-amine